C(C1=CC=CC=C1)OC1=C(C=C(C(=C1)OCC1=CC=CC=C1)C(C)C)N1C(=NN=C1)C(=O)N (2,4-bis(benzyloxy)-5-isopropylphenyl)-4H-1,2,4-triazole-3-carboxamide